BrC1=CC(=C2CN(C(C2=C1)=O)C1C(NC(CC1)=O)=O)OCC=1N=NN(C1)CCCCNC(OC(C)(C)C)=O tert-butyl N-[4-[4-[[6-bromo-2-(2,6-dioxo-3-piperidyl)-1-oxo-isoindolin-4-yl]oxymethyl]triazol-1-yl]butyl]carbamate